N[C@H]1CN(CCC1)CC1=COC2=C1C=C(C(=C2)C2=CC=C(C=C2)C)C2=CC=C(C#N)C=C2 (R)-4-(3-((3-aminopiperidin-1-yl)methyl)-6-(p-tolyl)benzofuran-5-yl)benzonitrile